2,2'-azobis(2-methyl-N-2-hydroxyethylpropionamide) N(=NC(C(=O)NCCO)(C)C)C(C(=O)NCCO)(C)C